spiro[2.2]pentadiene C1=CC12C=C2